C(C1=CC(=C(N)C=C1)CC)C1=CC(=C(N)C=C1)CC 4,4'-methylene-bis(2-ethylaniline)